N1(N=CC=C1)C=1C=C(OC2CCN(CC2)C(=O)OC(C)(C)C)C=CC1C(F)(F)F tert-Butyl 4-[3-pyrazol-1-yl-4-(trifluoromethyl)phenoxy]piperidine-1-carboxylate